quinoline-6-carboxamide N1=CC=CC2=CC(=CC=C12)C(=O)N